[Si](C)(C)(C(C)(C)C)OCC1=C(C=C(C=C1)F)C(C)NC=1C=CC=2N(N1)C(=CN2)C2=NC=CC(=C2)OCC2=CC=C(C=C2)OC N-(1-(2-(((tert-butyldimethylsilyl)oxy)methyl)-5-fluorophenyl)ethyl)-3-(4-((4-methoxybenzyl)oxy)pyridin-2-yl)imidazo[1,2-b]pyridazin-6-amine